2-butyl-4-isopropoxy-3-[6-(tetrahydropyran-4-ylamino)hexyl]imidazo[4,5-d]pyridazin-7-amine dihydrochloride Cl.Cl.C(CCC)C=1N(C=2C(=C(N=NC2OC(C)C)N)N1)CCCCCCNC1CCOCC1